N1=CC=CC2=C(C=C3C=CC=NC3=C12)NC(CCCCC)=O N-(1,10-Phenanthrolin-5-yl)hexanamide